2-chloro-4-(trifluoromethyl)pyridine ClC1=NC=CC(=C1)C(F)(F)F